2,5-diethoxy-4-hydroxybenzaldehyde C(C)OC1=C(C=O)C=C(C(=C1)O)OCC